(Z)-4-(2-(2,3-dihydrobenzo[b][1,4]dioxin-6-yl)vinyl)piperidine O1C2=C(OCC1)C=C(C=C2)\C=C/C2CCNCC2